tert-Butyl 4-(aminomethyl)-4-(hydroxymethyl)piperidine-1-carboxylate NCC1(CCN(CC1)C(=O)OC(C)(C)C)CO